C(C)N=C=NC=1NC=CC1N(C)C 1-ethyl-3-(3-dimethylaminopyrrolyl)carbodiimide